((1-(8-bromo-2-(methyl-d3)-5H-pyrimido[5,4-b]indol-4-yl)piperidin-4-yl)methyl)phosphonic acid diethyl ester C(C)OP(OCC)(=O)CC1CCN(CC1)C1=NC(=NC2=C1NC=1C=CC(=CC21)Br)C([2H])([2H])[2H]